[Br-].C(C1=CC=CC=C1)[S+](CC)CC Benzyl(diethyl)sulfonium bromide